(1R)-1-[2-chloro-3-(trifluoromethyl)phenyl]ethanamine ClC1=C(C=CC=C1C(F)(F)F)[C@@H](C)N